FC1=CC=C(C=C1)C#CC(=C)C 1-Fluoro-4-(3-methylbut-3-en-1-yn-1-yl)benzene